(S)-5-(((4-(3-chloro-4-(2-chloro-3-((2-fluoro-3-(((2-hydroxyethyl)amino)methyl)phenyl)amino)phenyl)pyridin-2-yl)-2-methoxybenzyl)amino)methyl)pyrrolidin-2-one ClC=1C(=NC=CC1C1=C(C(=CC=C1)NC1=C(C(=CC=C1)CNCCO)F)Cl)C1=CC(=C(CNC[C@@H]2CCC(N2)=O)C=C1)OC